[Cu+2].C12=CC=C(N1)C=C1C=CC(=N1)C=C1C=CC(N1)=CC=1C=CC(N1)=C2 23H-porphine copper (II)